2-methacrylamidoethyl 4-((4-amino-2-ethyl-1H-imidazo[4,5-c]quinolin-1-yl)methyl)benzylcarbamate NC1=NC=2C=CC=CC2C2=C1N=C(N2CC2=CC=C(CNC(OCCNC(C(=C)C)=O)=O)C=C2)CC